N-(4-amino-2,5-diethoxy-phenyl)-benzamide NC1=CC(=C(C=C1OCC)NC(C1=CC=CC=C1)=O)OCC